1-tetradecanoyl-2-(4Z,7Z,10Z,13Z,16Z-docosapentaenoyl)-sn-glycero-3-phosphocholine CCCCCCCCCCCCCC(=O)OC[C@H](COP(=O)([O-])OCC[N+](C)(C)C)OC(=O)CC/C=C\C/C=C\C/C=C\C/C=C\C/C=C\CCCCC